3-fluoro-7-(hydroxymethyl)pyrazolo[1,5-a]quinoxalin-4(5H)-one FC=1C=NN2C1C(NC1=CC(=CC=C21)CO)=O